tert-Butyl N-{[1-(2-bromo-7-iodo-5-{[2-(trimethylsilyl)ethoxy]methyl}-5H-pyrrolo[2,3-b]pyrazin-3-yl)-4-methylpiperidin-4-yl]methyl}carbamate BrC=1N=C2C(=NC1N1CCC(CC1)(C)CNC(OC(C)(C)C)=O)N(C=C2I)COCC[Si](C)(C)C